(S)-(1-(4-chloro-3-(1-(difluoromethyl)-1H-1,2,4-triazol-5-yl)phenyl)-2-hydroxyethyl)carbamic acid tert-butyl ester C(C)(C)(C)OC(N[C@H](CO)C1=CC(=C(C=C1)Cl)C1=NC=NN1C(F)F)=O